1-(2-Thiophenecarbonyl)Benzotriazole S1C(=CC=C1)C(=O)N1N=NC2=C1C=CC=C2